1-(2-fluoro-4-((6-methoxy-7-(3-(pyrrolidin-1-yl)propoxy)quinazolin-4-yl)oxy)phenyl)-3-(1-isopropyl-1H-pyrazol-4-yl)urea FC1=C(C=CC(=C1)OC1=NC=NC2=CC(=C(C=C12)OC)OCCCN1CCCC1)NC(=O)NC=1C=NN(C1)C(C)C